COC1=CC(=C2C=C(C(=[O+]C2=C1)C3=CC(=C(C(=C3)OC)O)OC)O)O The molecule is an anthocyanidin cation consisting of benzopyrylium with hydroxy substituents at positions 3 and 5, a methoxy group at position 7 and a 4-hydroxy-3,5-dimethoxyphenyl group at position 2. It has a role as a plant metabolite.